COC1=C(C=C(C=C1)OC)NCC(O)C=1NC(NC1)=S 4-[2-(2,5-Dimethoxyphenylamino)-1-hydroxyethyl]-1,3-dihydroimidazole-2-thione